(3S)-2-((2,2-difluoroethyl)amino)-3-((tetrahydro-2H-pyran-2-yl)oxy)butan-1-ol FC(CNC(CO)[C@H](C)OC1OCCCC1)F